CS(=O)(=O)[O-].C(CCCCCCC)[N+]1=CC=C(C=C1)C 1-Octyl-4-Methylpyridinium methansulfonat